OC1=C(C(=C(C(=C1C)O)C)O)C 2,4,6-trihydroxymesitylene